C(=O)C=1N=C(SC1)NC(C)=O N-(4-FORMYL-1,3-THIAZOL-2-YL)ACETAMIDE